CC1=CC(=NN1C1CC(C1)C(F)(F)F)N 5-methyl-1-((1s,3s)-3-(trifluoromethyl)cyclobutyl)-1H-pyrazol-3-amine